[1-(5-mesyl-2-pyrimidinyl)-4-piperidyl](4-methyl-3-pyridyl)[p-(trifluoromethyl)phenyl]amine S(=O)(=O)(C)C=1C=NC(=NC1)N1CCC(CC1)N(C1=CC=C(C=C1)C(F)(F)F)C=1C=NC=CC1C